CN1CCC(CC1)CNC(=O)C1=NC(=CC=C1)C1=CC2=C(C=CC=C2C=C1)NC(C=C)=O N-[(1-methylpiperidin-4-yl)methyl]-6-[8-(prop-2-enamido)naphthalen-2-yl]pyridine-2-carboxamide